COC1=CC=C(C=C1)N1C(N(C2=NC(=NC=C2C1)NCC(F)(F)F)C1=CC=C(C=C1)C=1C(NC=CC1)=O)=O 3-(4-methoxyphenyl)-1-(4-(2-oxo-1,2-dihydropyridin-3-yl)phenyl)-7-((2,2,2-trifluoroethyl)amino)-3,4-dihydropyrimido[4,5-d]pyrimidin-2(1H)-one